ClC1=C(C=CC=C1)[C@@H](C(=O)OC)N1CC2=C(CC1)SC(=C2)OC(\C(=C\C)\C)=O Methyl (S,E)-2-(2-chlorophenyl)-2-(2-(2-methyl-2-butenoyloxy)-6,7-dihydrothieno[3,2-c]pyridin-5(4H)-yl)-acetate